CC(C)N1N=CC(=C1)C1=NN2C(=NC=3C(=CC=CC3C2=N1)C(F)(F)F)N[C@@H]1C(NCCNC1)=O (6S)-6-({2-[1-(propan-2-yl)-1H-pyrazol-4-yl]-7-(trifluoromethyl)[1,2,4]triazolo[1,5-c]quinazolin-5-yl}amino)-1,4-diazepan-5-one